2-[4-(4-hydroxypiperidin-1-yl)-6-(4-(hydroxy)-4-(4-chlorophenyl)piperidin-1-yl)pyrimidin-2-ylamino]-4-methylthiazole-5-carboxylic acid ethyl ester C(C)OC(=O)C1=C(N=C(S1)NC1=NC(=CC(=N1)N1CCC(CC1)O)N1CCC(CC1)(C1=CC=C(C=C1)Cl)O)C